C(C)(=O)N1[C@H]([C@@H]([C@H](C2=CC(=CC=C12)C(=O)NCCO)NC1=NC=CC(=N1)C)C)C1CC1 (2S,3R,4R)-1-acetyl-2-cyclopropyl-N-(2-hydroxyethyl)-3-methyl-4-((4-methylpyrimidin-2-yl)amino)-1,2,3,4-tetrahydroquinoline-6-carboxamide